ClCC(=O)NC1=CC(=NC=C1Cl)N(C)CCN1C[C@@H](O[C@@H](C1)C)C 2-chloro-N-(5-chloro-2-((2-((2S,6R)-2,6-dimethylmorpholino)ethyl)(methyl)amino)pyridin-4-yl)acetamide